5-(2,2-dimethylpropyl)pyridin CC(CC=1C=CC=NC1)(C)C